C=C(C)C=1C(NC=CC1)=O 3-(prop-1-en-2-yl)pyridin-2(1H)-one